4-Chloro-6-{1-[(3S)-1-(1,3-dioxolan-2-yl)-4-methylpentan-3-yl]azetidin-3-yl}-1-methyl-1H-indazole ClC1=C2C=NN(C2=CC(=C1)C1CN(C1)[C@@H](CCC1OCCO1)C(C)C)C